N-(6-oxo-1,6-dihydropyridazin-4-yl)-2-(4-(trifluoromethoxy)phenoxy)-4-(trifluoromethyl)benzamide O=C1C=C(C=NN1)NC(C1=C(C=C(C=C1)C(F)(F)F)OC1=CC=C(C=C1)OC(F)(F)F)=O